FC1=CC=C(C=N1)N1CCNCC1 1-(6-fluoropyridin-3-yl)piperazine